N-(2-(4-chloro-2-(2-(methoxymethyl)-7-methylquinoxalin-5-yl)benzo[d]thiazol-6-yloxy)ethyl)benzenesulfonamide ClC1=CC(=CC2=C1N=C(S2)C2=C1N=CC(=NC1=CC(=C2)C)COC)OCCNS(=O)(=O)C2=CC=CC=C2